6-[2-(6,7-difluoro-4-methoxy-2-methyl-indol-1-yl)-ethylamino]-pyrimidin FC1=CC(=C2C=C(N(C2=C1F)CCNC1=CC=NC=N1)C)OC